2-(2-(4-(4-(5-(2,6-difluorophenyl)-4,5-dihydroisoxazol-3-yl)thiazol-2-yl)piperidin-1-yl)-2-oxoethoxy)pyrimidine-4-carbonitrile FC1=C(C(=CC=C1)F)C1CC(=NO1)C=1N=C(SC1)C1CCN(CC1)C(COC1=NC=CC(=N1)C#N)=O